C(C)N(CCCC(=O)OC)C=1C2=C(N=C(N1)OC[C@]13CCCN3C[C@@H](C1)F)C(=C(N=C2)C2=CC(=CC1=CC=C(C(=C21)CC)F)O)F methyl 4-(ethyl(7-(8-ethyl-7-fluoro-3-hydroxynaphthalen-1-yl)-8-fluoro-2-(((2R,7aS)-2-fluorotetrahydro-1H-pyrrolizin-7a(5H)-yl)methoxy)pyrido[4,3-d]pyrimidin-4-yl)amino)butanoate